C1(CC1)[C@@H](\C=C\S(=O)(=O)C)NC(=O)N1[C@@H](C[C@@H](C1)C(F)(F)F)C1=CC=CC=C1 (2S,4S)-N-((S,E)-1-cyclopropyl-3-(methylsulfonyl)allyl)-2-phenyl-4-(trifluoromethyl)pyrrolidine-1-carboxamide